diazynediium [NH+]#[NH+]